6-[1-(1-ethoxyethyl)-1H-pyrazol-4-yl]pyrazolo[1,5-a]pyridine C(C)OC(C)N1N=CC(=C1)C=1C=CC=2N(C1)N=CC2